3-((5-bromopyridin-2-yl)methyl)-1,3-oxazinan-2-one BrC=1C=CC(=NC1)CN1C(OCCC1)=O